N-(3-bromo-5-fluoro-phenyl)-11-fluoro-N-methyl-2,4,5,7,13-pentazatricyclo[7.4.0.02,6]trideca-1(13),3,5,7,9,11-hexaen-8-amine BrC=1C=C(C=C(C1)F)N(C1=NC2=NN=CN2C2=NC=C(C=C12)F)C